CN(CCCCCO)C 5-(dimethylamino)pentan-1-ol